2-[1-[6-Methyl-4-oxo-2-[4-(trifluoromethyl)isoindolin-2-yl]chromen-8-yl]ethylamino]benzoic acid CC=1C=C2C(C=C(OC2=C(C1)C(C)NC1=C(C(=O)O)C=CC=C1)N1CC2=CC=CC(=C2C1)C(F)(F)F)=O